NCC1=CC=C(C=C1)C=1N(N=C2C1N=CN(C2=O)CC2(CCN(CC2)C(=O)C2(CC2)C)O)C 3-(4-(Aminomethyl)phenyl)-6-((4-hydroxy-1-(1-methylcyclopropane-1-carbonyl)piperidin-4-yl)methyl)-2-methyl-2,6-dihydro-7H-pyrazolo[4,3-d]pyrimidin-7-one